ClC=1C=C(C=C(C1)C=1N(N=C2[C@@H](N(CCC21)C(C2=C(C(=CC(=C2)F)C2=CNC(=C2)C#N)Cl)=O)C)C)C2(CC2)NS(=O)(=O)C N-[1-[3-chloro-5-[(7S)-6-[2-chloro-3-(5-cyano-1H-pyrrol-3-yl)-5-fluoro-benzoyl]-2,7-dimethyl-5,7-dihydro-4H-pyrazolo[3,4-c]pyridin-3-yl]phenyl]cyclopropyl]methanesulfonamide